7-phenyl-2,3,4,5-tetrahydro-1H-benzo[c]azepin-1-one C1(=CC=CC=C1)C1=CC2=C(C(NCCC2)=O)C=C1